C(C)(CC)C1C(NC2=C(CN1C(=N)N)C=CC=C2)=O 3-(sec-butyl)-2-oxo-1,2,3,5-tetrahydro-4H-benzo[1,4]diazepine-4-carboxamidine